BrC1=C(C=C(C=C1C)N1C2=CC=CC=C2OC=2C=CC=CC12)C 10-(4-bromo-3,5-xylyl)-10H-phenoxazine